Methyl 2-(2-amino-9-((2R,3R,4R,SR)-3,4-dihydroxy-5-(hydroxymethyl)tetrahydrofuran-2-yl)-6,8-dioxo-1,6,8,9-tetrahydro-7H-purin-7-yl)acetate NC=1NC(C=2N(C(N(C2N1)[C@@H]1O[C@H]([C@@H]([C@H]1O)O)CO)=O)CC(=O)OC)=O |&1:12|